ethyl 5-(2-tert-butoxy-2-oxo-ethoxy)-2,2-difluoro-pentanoate C(C)(C)(C)OC(COCCCC(C(=O)OCC)(F)F)=O